FC1=C(OC(C(=O)O)(C)C)C=CC(=C1)CN1CCN(CC1)CC1=CC=C(C=C1)C(F)(F)F 2-(2-Fluoro-4-((4-(4-(trifluoromethyl)benzyl)piperazin-1-yl)methyl)phenoxy)-2-methylpropanoic acid